ethyl caffeate (Ethylcaffeate) C(C)/C(/C(=O)O)=C\C1=CC(O)=C(O)C=C1.C(\C=C\C1=CC(O)=C(O)C=C1)(=O)OCC